N-(trimethoxysilylthiopropyl)-1-aza-2-silacyclopentane CO[Si](SCCCN1[SiH2]CCC1)(OC)OC